4-chloro-2-[3-(3,5-difluorophenyl)ureido]-N-(2-amino-ethyl)benzamide ClC1=CC(=C(C(=O)NCCN)C=C1)NC(=O)NC1=CC(=CC(=C1)F)F